FC1([C@@H]([C@@H](N(C1)C(C(C)C)=O)CC1=CC(=CC=C1)C1=NC(=CC=C1)C)NS(=O)(=O)CC)F N-[(2S,3R)-4,4-difluoro-1-(2-methylpropanoyl)-2-{[3-(6-methylpyridin-2-yl)phenyl]methyl}pyrrolidin-3-yl]-ethanesulfonamide